C(C)(C)(C)OC(=O)N1[C@@H](CN(CC1)C=1C2=C(N=CN1)N(C=C2C(=O)O)C2=NC=CC(=C2)Cl)C (R)-4-(4-(tert-butoxycarbonyl)-3-methylpiperazin-1-yl)-7-(4-chloropyridin-2-yl)-7H-pyrrolo[2,3-d]pyrimidine-5-carboxylic acid